tert-butyl-6-(7'-fluoro-2'-oxospiro[cyclopropane-1,3'-indolin]-5'-yl)-3-methyl-3,4-dihydropyridine-1(2H)-carboxylate C(C)(C)(C)OC(=O)N1CC(CC=C1C=1C=C2C3(C(NC2=C(C1)F)=O)CC3)C